2-(aminomethyl)phenyl triflate O(S(=O)(=O)C(F)(F)F)C1=C(C=CC=C1)CN